C1(CCC1)CNC=1N=CC2=C(N(C(C=3C=CC=CC23)=O)C2CCC(CC2)(C)O)N1 trans-3-((Cyclobutylmethyl)amino)-5-(4-hydroxy-4-methylcyclohexyl)pyrimido[4,5-c]isoquinolin-6(5H)-one